O1COC2=C1C=CC(=C2)C2=CN(C1=NC(=CC=C12)C(=O)N1C(C(NCC1)=O)(C)C)CC(C)C 4-(3-(benzo[d][1,3]dioxol-5-yl)-1-isobutyl-1H-pyrrolo[2,3-b]pyridine-6-carbonyl)-3,3-dimethylpiperazin-2-one